The molecule is a 1,2-diacyl-sn-glycero-3-phosphate in which the acyl groups at positions 1 and 2 are specified as hexanoyl. It is a 1,2-diacyl-sn-glycerol 3-phosphate and a hexanoate ester. CCCCCC(=O)OC[C@H](COP(=O)(O)O)OC(=O)CCCCC